1-(4-bromophenyl)-4-chloro-imidazole BrC1=CC=C(C=C1)N1C=NC(=C1)Cl